(S)-2-(3-(2-(azetidine-1-yl)ethyl)-5-methyl-6-oxopyridazin-1(6H)-yl)-4-methylpentanoic acid methyl ester COC([C@H](CC(C)C)N1N=C(C=C(C1=O)C)CCN1CCC1)=O